6-((4-((2-hydroxy-1-phenylethyl)amino)-5-(3-(quinuclidin-4-yl)-1,2,4-oxadiazol-5-yl)pyridin-2-yl)amino)-1-methyl-1,2-dihydro-3H-pyrazolo[3,4-b]pyridin-3-one OCC(C1=CC=CC=C1)NC1=CC(=NC=C1C1=NC(=NO1)C12CCN(CC1)CC2)NC2=CC=C1C(=N2)N(NC1=O)C